COC1=CC=C(CN(C([O-])=O)CC2=CC=C(C=C2)OC)C=C1 bis(4-methyloxybenzyl)carbamate